4-(6-(2-fluoro-3,4-dimethoxyphenyl)pyridin-2-yl)-1,2-oxaborol-2-ol FC1=C(C=CC(=C1OC)OC)C1=CC=CC(=N1)C=1CB(OC1)O